C=CC (3s,5r)-1-propen